ClC1=C(C(=CC=C1)Cl)/C=C/C(/C)=N/OCC1=C(C=CC=C1)\C(\C(=O)NC)=N/OC (αE)-2-[[[(E)-[(2E)-3-(2,6-dichlorophenyl)-1-methyl-2-propen-1-ylidene]amino]oxy]methyl]-α-(methoxyimino)-N-methyl-benzeneacetamide